N1(CCNCC1)C=1C=C2CCN(C2=CC1)C1C(NC(CC1)=O)=O 3-(5-(piperazin-1-yl)indolin-1-yl)piperidine-2,6-dione